5-(2-(4-(dimethoxymethyl)piperidin-1-yl)-4-methoxy-5-nitrophenyl)pentan-4-yn-1-ol COC(C1CCN(CC1)C1=C(C=C(C(=C1)OC)[N+](=O)[O-])C#CCCCO)OC